4-(tert-butyl)-N-((S)-(4-(tert-butyl)phenyl)((R)-2'-iodo-6,6'-dimethyl-[1,1'-biphenyl]-2-yl)-λ4-sulfaneylidene)benzamide C(C)(C)(C)C1=CC=C(C(=O)N=[S@](C2=C(C(=CC=C2)C)C2=C(C=CC=C2C)I)C2=CC=C(C=C2)C(C)(C)C)C=C1